FC1=C2C(=CC(=CC2=CC=C1F)O)C1=C(C=2N=C(N=C(C2C=N1)N1CCOCC(C1)CO)OCC12CCCN2CCC1)F 5,6-difluoro-4-(8-fluoro-2-((hexahydro-1H-pyrrolizin-7a-yl)methoxy)-4-(6-(hydroxymethyl)-1,4-oxaazepan-4-yl)pyrido[4,3-d]pyrimidin-7-yl)naphthalen-2-ol